tris(disilylphosphanyl)methane [SiH3]P([SiH3])C(P([SiH3])[SiH3])P([SiH3])[SiH3]